ClC1=C(C=CC=C1)[C@H](C)NC(=O)C=1C=C2CN(C(C2=CC1)=O)C1C(NC(CC1)=O)=O N-((S)-1-(2-chlorophenyl)ethyl)-2-(2,6-dioxopiperidin-3-yl)-1-oxoisoindoline-5-carboxamide